(S)-78-((((9H-fluoren-9-yl)methoxy)carbonyl)amino)-75-oxo-2,5,8,11,14,17,20,23,26,29,32,35,38,41,44,47,50,53,56,59,62,65,68,71-tetracosaoxa-74-azanonaheptacontan-79-oic acid C1=CC=CC=2C3=CC=CC=C3C(C12)COC(=O)N[C@@H](CCC(NCCOCCOCCOCCOCCOCCOCCOCCOCCOCCOCCOCCOCCOCCOCCOCCOCCOCCOCCOCCOCCOCCOCCOCCOC)=O)C(=O)O